tert-butyl 3-[4,7-difluoro-3,3-dimethyl-2-oxo-5-(trifluoromethyl)indol-1-yl]-2-oxopyrrolidine-1-carboxylate FC1=C2C(C(N(C2=C(C=C1C(F)(F)F)F)C1C(N(CC1)C(=O)OC(C)(C)C)=O)=O)(C)C